2-(1-((benzyloxy)carbonyl)-4-phenethylpiperidin-4-yl)acetic acid C(C1=CC=CC=C1)OC(=O)N1CCC(CC1)(CCC1=CC=CC=C1)CC(=O)O